(2-(3,8-diazabicyclo[3.2.1]octan-3-yl)-2-carbonylethoxy)-4-(2-chloro-4-fluorophenyl)-2H-chromen-2-one C12CN(CC(CC1)N2)C(COC=2C(OC1=CC=CC=C1C2C2=C(C=C(C=C2)F)Cl)=O)=C=O